methyl(heptanoic acid) CC(C(=O)O)CCCCC